bisethoxytetrafluorocyclotriphosphazene (3R,4R,5S)-1-[7-(acetyloxy)-3-amino-6,7-dihydro-5H-cyclopenta[b]pyridin-4-yl]-3-[(tert-butoxycarbonyl)amino]-5-cyclopropylpiperidin-4-yl-acetate C(C)(=O)OC1CCC=2C1=NC=C(C2N2C[C@@H]([C@@H]([C@@H](C2)C2CC2)CC(=O)O)NC(=O)OC(C)(C)C)N.C(C)OP2(=NP(=NP(=N2)(F)F)(F)F)OCC